ClC1=NC=CC(=N1)N1C[C@H]2CC[C@@H](C1)N2C(=O)OCCCC Butyl (1R,5S)-3-(2-Chloropyrimidin-4-yl)-3,8-diazabicyclo[3.2.1]octane-8-carboxylate